ethyl 2-((4-(3-(4-(3-((tert-butoxycarbonyl)amino) propyl) piperazin-1-yl) propoxy) phenyl)sulfonamido)-4-(4-methylnaphthalen-1-yl)benzoate C(C)(C)(C)OC(=O)NCCCN1CCN(CC1)CCCOC1=CC=C(C=C1)S(=O)(=O)NC1=C(C(=O)OCC)C=CC(=C1)C1=CC=C(C2=CC=CC=C12)C